C(N)(=O)C=1C(C(=C(NC1CC(C)C)CCC1=CC=C(C=C1)F)C(=O)OCC)C=1SC(=CC1)C(=O)N[C@@H]1CCC2=CC=CC=C12 ethyl 5-carbamoyl-2-[2-(4-fluorophenyl)ethyl]-4-[5-({[(1R)-2,3-dihydro-1H-indenyl]amino} carbonyl)thiophen-2-yl]-6-(2-methylpropyl)-1,4-dihydropyridine-3-carboxylate